5-(6,7-difluoroquinolin-8-yl)-6-ethylpyridin-2-amine FC=1C=C2C=CC=NC2=C(C1F)C=1C=CC(=NC1CC)N